Cl.C(C)N1CCN(CC1)CC=1C=CC(=NC1)NC1=NC=2C3=C(C=CC2C=N1)N=NN3C(C)C N-(5-((4-Ethylpiperazin-1-yl)methyl)pyridin-2-yl)-1-isopropyl-1H-[1,2,3]tri-azolo[4,5-h]quinazolin-8-amine hydrochloride